pyridine-6-carboxylic acid hydrazide N1=CC=CC=C1C(=O)NN